4,5-difluorobenzonitrile FC1=CC=C(C#N)C=C1F